BrC=1C=NC=C2C=CC(=NC12)O 8-bromo-1,6-naphthyridine-2-ol